COC(=O)C1=C(C=NC2=CC=CC=C12)OC1=CC(=CC=C1)C1CC1.C1(CC1)C=1C=C(OC=2C=NC3=CC=CC=C3C2C(=O)O)C=CC1 3-(3-cyclopropylphenoxy)quinoline-4-carboxylic acid Methyl-3-(3-cyclopropylphenoxy)quinoline-4-carboxylate